C(C)(=O)C1=CC=C(C=C1)CCC(=O)O 3-(4-acetylphenyl)propionic acid